pyrido[2,3-d]pyrimidin-7(8H)-one isethionate S(=O)(=O)(O)CCO.N1=CN=CC2=C1NC(C=C2)=O